tert-Butyl {3-[2-{(2E)-2-[(3-methylphenyl)methylidene] hydrazinyl}-4-(morpholin-4-yl)-5,7-dihydro-6H-pyrrolo[3,4-d]pyrimidine-6-carbonyl]oxetan-3-yl}carbamate CC=1C=C(C=CC1)\C=N\NC=1N=C(C2=C(N1)CN(C2)C(=O)C2(COC2)NC(OC(C)(C)C)=O)N2CCOCC2